3-azaspiro[5.5]undecan-9-one trifluoroacetate salt FC(C(=O)O)(F)F.C1CNCCC12CCC(CC2)=O